(3R)-3-(4-Chlorophenyl)-2-[(5-chloropyridin-2-yl)methyl]-3-[3-(hydroxymethyl)cyclobutoxy]-6-(2-hydroxypropan-2-yl)-2,3-dihydro-1H-isoindol-1-on ClC1=CC=C(C=C1)[C@@]1(N(C(C2=CC(=CC=C12)C(C)(C)O)=O)CC1=NC=C(C=C1)Cl)OC1CC(C1)CO